Di-tert-butyl (3R)-pyrrolidin-3-yl phosphate P(=O)(OC(C)(C)C)(OC(C)(C)C)O[C@H]1CNCC1